NC([C@H](C[C@H]1C(NCC1)=O)NC(=O)[C@H](CC(C)C)NC(=O)C=1NC2=CC=CC(=C2C1)OC)C#N N-[(1S)-1-[[(S)-2-amino-2-cyano-1-[[(3S)-2-oxopyrrolidin-3-yl]methyl]ethyl]carbamoyl]-3-methyl-butyl]-4-methoxy-1H-indole-2-carboxamide